C1(CC1)C1=C(C=C2C=C(C(NC2=C1)=O)C(=O)OCC)F ethyl 7-cyclopropyl-6-fluoro-2-oxo-1H-quinoline-3-carboxylate